C1(CC1)C1=C(C=C(C(=C1)I)C)N(C(C#C[C@H]1COCC1)=O)C1=CC=C2C(=N1)C(N(N2C)C)=O N-(2-cyclopropyl-4-iodo-5-methylphenyl)-N-{1,2-dimethyl-3-oxopyrazolo[4,3-b]pyridin-5-yl}-3-[(3S)-oxolan-3-yl]prop-2-ynamide